N-(2-(thiophen-3-yl)-5-((methylamino)methyl)phenyl)benzenesulfonamide 1-benzyl-2-(tert-butyl)(1R,2R,3S)-3-(hydroxymethyl)cyclopropane-1,2-dicarboxylate C(C1=CC=CC=C1)[C@@]1([C@]([C@H]1CO)(C(=O)O)C(C)(C)C)C(=O)O.S1C=C(C=C1)C1=C(C=C(C=C1)CNC)NS(=O)(=O)C1=CC=CC=C1